C(C)(=O)C1=C(C2=C(N=C(N=C2)NC2=NC=C(C=C2)N2CC(C2)N2CCNCC2)N(C1=O)C1CCCC1)C 6-acetyl-8-cyclopentyl-5-methyl-2-[[5-(3-piperazin-1-ylazetidin-1-yl)-2-pyridinyl]amino]pyrido[2,3-d]pyrimidin-7-one